7-(spiro[2.3]hexan-5-yloxy)imidazo[1,2-a]pyridine C1CC12CC(C2)OC2=CC=1N(C=C2)C=CN1